1'-(3-Iodopropyl)-1',3'-dihydro-3',3'-dimethyl-6-chloro-Spiro[2H-1-benzopyran-2,2'-[2H]indole] ICCCN1C2(C(C3=CC=CC=C13)(C)C)OC1=C(C=C2)C=C(C=C1)Cl